C(C)(C)(C)C1=CC=C(CNC(=O)C2=CC=C3C(=C(N(C3=C2)CC(C)C)C)CC=2C=CC(=C(O[C@@H](C(=O)OC)C)C2)Cl)C=C1 methyl (R)-2-(5-((6-((4-(tert-butyl)benzyl)carbamoyl)-1-isobutyl-2-methyl-1H-indol-3-yl)methyl)-2-chlorophenoxy)propanoate